C12COCC(CC(C1)C(=O)N)N2 3-oxa-9-azabicyclo[3.3.1]nonane-7-carboxamide